2-(4-(4-(8-(3,5-difluoro-4-(morpholinomethyl)phenyl)quinoxalin-2-yl)-1H-pyrazol-1-yl)piperidin-1-yl)-N-(2-((2-(2,6-dioxopiperidin-3-yl)-1,3-dioxoisoindolin-5-yl)amino)ethyl)acetamide FC=1C=C(C=C(C1CN1CCOCC1)F)C=1C=CC=C2N=CC(=NC12)C=1C=NN(C1)C1CCN(CC1)CC(=O)NCCNC=1C=C2C(N(C(C2=CC1)=O)C1C(NC(CC1)=O)=O)=O